p-chlorophenyl-iminoacetic acid ethyl ester C(C)OC(C(=N)C1=CC=C(C=C1)Cl)=O